2-[4-(difluoromethyl)-7-methyl-6-(4-piperazin-1-ylphenyl)indazol-2-yl]-2-[(6R)-6-Fluoro-6,7-dihydro-5H-pyrrolo[1,2-c]Imidazol-1-yl]-N-thiazol-2-yl-acetamide dihydrochloride Cl.Cl.FC(C=1C2=CN(N=C2C(=C(C1)C1=CC=C(C=C1)N1CCNCC1)C)C(C(=O)NC=1SC=CN1)C1=C2N(C=N1)C[C@@H](C2)F)F